C1(=CC=C(C=C1)COC1=CC=C2C[C@H](N(CC2=C1)CC1=CC=CC=C1)C(=O)NS(=O)(=O)C1=CC(=C(C=C1)Cl)[N+](=O)[O-])C1=CC=CC=C1 (S)-7-([1,1'-biphenyl]-4-ylmethoxy)-2-benzyl-N-((4-chloro-3-nitrophenyl)sulfonyl)-1,2,3,4-tetrahydroisoquinoline-3-carboxamide